(2S,3S)-2-((2-bromo-1,3-thiazol-4-yl)methyl)-3-((methylsulfonyl)amino)pyrrolidine-1-carboxylic acid tert-butyl ester C(C)(C)(C)OC(=O)N1[C@H]([C@H](CC1)NS(=O)(=O)C)CC=1N=C(SC1)Br